N-(3-Cyano-4-methyl-1H-indol-7-yl)-1-(3-hydroxycyclobutyl)pyrazol-4-sulfonamid C(#N)C1=CNC2=C(C=CC(=C12)C)NS(=O)(=O)C=1C=NN(C1)C1CC(C1)O